7-fluoro-2-[[(1R,3S)-3-[[6-oxo-5-(trifluoromethyl)-1H-pyridazin-4-yl]amino]cyclohexyl]methyl]-6-(5-pyrazol-1-ylpyrimidin-2-yl)isoquinolin-1-one FC1=C(C=C2C=CN(C(C2=C1)=O)C[C@H]1C[C@H](CCC1)NC=1C=NNC(C1C(F)(F)F)=O)C1=NC=C(C=N1)N1N=CC=C1